C1(=CC=CC=C1)C(C1=CC=CC=C1)OC=1C=C(C(=NC1)Cl)C(C)=O 1-(5-(phenylbenzyloxy)-2-chloropyridin-3-yl)ethan-1-one